FC(C1=C(C=CC(=C1)C(=O)O)C1=CC=CC=C1)(F)F 2-(trifluoromethyl)-[1,1'-biphenyl]-4-carboxylic acid